FC=1C=C2C(=CN(C2=CC1)CCCOC)C(C)=O (5-fluoro-1-(3-methoxypropyl)-1H-indol-3-yl)ethan-1-one